HYDROXYCARBAMID C(=O)(N)NO